COOC(CCC)C=CCCCCCCCCCC(OCC)OCC diethoxydodecenyl-butoxy methyl ether